OC(CCOC1=NC=CC(=C1)NC(O[C@@H](COC1=CC2=C(N=C(S2)C2=C3N=CC(=NC3=CC(=C2)C)OC)C=C1F)C)=O)(C)C (R)-1-((5-fluoro-2-(2-methoxy-7-methylquinoxalin-5-yl)benzo[d]thiazol-6-yl)oxy)propan-2-yl (2-(3-hydroxy-3-methylbutoxy)pyridin-4-yl)carbamate